2-(1-cyclopropylethyl)-6-(1-(cyclopropylsulfanyl)ethyl)phenol C1(CC1)C(C)C1=C(C(=CC=C1)C(C)SC1CC1)O